tetrakis[tris(diethylamino)phosphoranylideneamino]phosphonium C(C)N(CC)P(N(CC)CC)(N(CC)CC)=N[P+](N=P(N(CC)CC)(N(CC)CC)N(CC)CC)(N=P(N(CC)CC)(N(CC)CC)N(CC)CC)N=P(N(CC)CC)(N(CC)CC)N(CC)CC